NC=1C=2N(C=C(N1)C(=O)NCC1=NC=CC=C1)C1=C(N2)C=CC=C1 1-amino-N-(pyridin-2-ylmethyl)benzo[4,5]imidazo[1,2-a]pyrazine-3-Formamide